benzyl-1-[(2S)-tetrahydrofuran-2-yl]cyclobutanecarboxylate C(C1=CC=CC=C1)OC(=O)C1(CCC1)[C@H]1OCCC1